2-secondary amyltetrahydroanthraquinone C(C)(CCC)C1CC=2C(C3=CC=CC=C3C(C2CC1)=O)=O